C(C)(=O)N1CCC(CC1)NCC=1C=CC(=NC1OC)C1=C(C(=NC=C1)C=1C(=C(C=CC1)NC(C1=NC=C(C(=C1)OC)CNCCO)=O)Cl)Cl N-(3-(5-(((1-acetylpiperidin-4-yl)amino)methyl)-3'-chloro-6-methoxy-[2,4'-bipyridin]-2'-yl)-2-chlorophenyl)-5-(((2-hydroxyethyl)amino)methyl)-4-methoxypicolinamide